O=C1C=CC=2C(=CC=NC2N1)C=1C=C(C=CC1)NS(=O)(=O)N N-(3-(7-oxo-7,8-dihydro-1,8-naphthyridin-4-yl)phenyl)sulfamide